cis-N-(3-(bicyclo[1.1.1]pentan-1-yl)-4-chlorophenyl)-3-methyl-6-azabicyclo[3.1.1]heptane-6-carboxamide [C@]12(C[C@@H](C1)C2)C=2C=C(C=CC2Cl)NC(=O)N2C1CC(CC2C1)C